ClC=1C=C(OC2CCC(CC2)NC(=O)C2=NC=C(C=N2)N2CCC(CC2)C=O)C=CC1C#N N-[4-(3-chloro-4-cyano-phenoxy)cyclohexyl]-5-(4-formyl-1-piperidyl)pyrimidine-2-carboxamide